3-{1-[2-(2,6-dioxopiperidin-3-yl)-6-fluoro-1,3-dioxo-2,3-dihydro-1H-isoindol-5-yl]piperidin-4-yl}propanoic acid O=C1NC(CCC1N1C(C2=CC(=C(C=C2C1=O)N1CCC(CC1)CCC(=O)O)F)=O)=O